COC1=C2C=NN(C2=CC(=C1)C1=NC2=C(N1C)C=CC=C2)C2OCCCC2 2-(4-methoxy-1-(tetrahydro-2H-pyran-2-yl)-1H-indazol-6-yl)-N-methyl-1H-benzo[d]imidazole